N=1C=NN2C1C=C(C=C2)OC2=CC(=C(C=C2N(C)C)NC2=NC=NC1=CC(=C(C=C21)NC(/C(=C\[C@@H]2N(CCC2)C)/F)=O)OC)OC (R,E)-N-(4-((4-([1,2,4]triazolo[1,5-a]pyridin-7-yloxy)-5-(dimethylamino)-2-methoxyphenyl)amino)-7-methoxy-quinazolin-6-yl)-2-fluoro-3-(1-methylpyrrolidin-2-yl)acrylamide